methyl 3-((5-(2-(2-aminopyridin-3-yl)-5-phenyl-3H-imidazo[4,5-b]pyridin-3-yl)pyridin-2-yl)carbamoyl)-2-fluorobenzoate NC1=NC=CC=C1C1=NC=2C(=NC(=CC2)C2=CC=CC=C2)N1C=1C=CC(=NC1)NC(=O)C=1C(=C(C(=O)OC)C=CC1)F